C(C=C)(=O)N1[C@@H](CN(CC1)C1=NC(=NC=2C[C@H]([C@@H](CC12)C)C1=C2CCCC2=CC=C1)OC[C@H]1N(CCC1)C)CC#N 2-((R)-1-acryloyl-4-((6R,7R)-7-(2,3-dihydro-1H-inden-4-yl)-6-methyl-2-(((S)-1-methylpyrrolidin-2-yl)methoxy)-5,6,7,8-tetrahydroquinazolin-4-yl)piperazin-2-yl)acetonitrile